7-(8-chloronaphthalen-1-yl)-4-((S)-3-(cyanomethyl)-4-(2-fluoroacryloyl)piperazin-1-yl)-2-(((R)-1-methylpyrrolidin-3-yl)methoxy)-5,6,7,8-tetrahydro-1,7-naphthyridine-3-carbonitrile ClC=1C=CC=C2C=CC=C(C12)N1CCC=2C(=C(C(=NC2C1)OC[C@H]1CN(CC1)C)C#N)N1C[C@@H](N(CC1)C(C(=C)F)=O)CC#N